4,4'-hexafluoroisopropylidenediphenol CC(C)(C1=C(C(=C(C=C1)O)F)F)C2=C(C(=C(C(=C2F)F)O)F)F